OCC(CCO)(CCO)O 3-Hydroxymethyl-1,3,5-pentantriol